CC1(COC1)COC1=NN=C(S1)N 5-((3-methyloxetan-3-yl)methoxy)-1,3,4-thiadiazol-2-amine